2-chloromethyl-7-(tetrahydropyran-4-yl)-3H-imidazo[5,1-f][1,2,4]triazin-4-one ClCC1=NN2C(C(N1)=O)=CN=C2C2CCOCC2